COC1=NC=CC(=C1)C(=O)N(C=1C=CC=2N(C1)C(=CN2)C=2C=CC(=NC2)NC(OC)=O)C methyl N-[5-[6-[(2-methoxypyridine-4-carbonyl)-methyl-amino]imidazo[1,2-a]pyridin-3-yl]-2-pyridyl]carbamate